ClC=1C(=NC=CC1C1=NC(=C(C=C1)CNC[C@H]1NC(CC1)=O)OC)C=1C(=C(C=CC1)NC(=O)C=1SC(=CN1)CNCCO)C (S)-N-(3-(3'-chloro-6-methoxy-5-((((5-oxopyrrolidin-2-yl)methyl)amino)methyl)-[2,4'-bipyridin]-2'-yl)-2-methylphenyl)-5-(((2-hydroxyethyl)amino)methyl)thiazole-2-carboxamide